(3-Aminopiperidin-1-yl)-N-(1H-indol-3-yl)-3,4-dihydroisoquinoline-2(1H)-carboxamide NC1CN(CCC1)C1N(CCC2=CC=CC=C12)C(=O)NC1=CNC2=CC=CC=C12